OC1=C(C=C(C=C1)C=1SC(=CC1Cl)C1=CC(=C(C=C1)O)Cl)Cl 2,5-bis(4-hydroxy-3-chlorophenyl)-3-chlorothiophene